OCC1N(CCN(C1)C)C(=O)C1CC2(CC(C2)NC(=O)NCC2=CC=C(C=C2)OC)C1 1-(6-(2-(hydroxymethyl)-4-methylpiperazine-1-carbonyl)spiro[3.3]heptan-2-yl)-3-(4-methoxybenzyl)urea